2-(azetidin-1-yl)-1-(4-(4-chloro-3,5-difluoro-1H-indole-2-carbonyl)piperazin-1-yl)ethan-1-one N1(CCC1)CC(=O)N1CCN(CC1)C(=O)C=1NC2=CC=C(C(=C2C1F)Cl)F